2-{5-(6-(1,1'-biphenyl-4-yl)dibenzothiophene-4-yl)-1,1'-biphenyl-3-yl}-4,6-diphenyl-1,3,5-triazine C1(=CC=C(C=C1)C1=CC=CC=2C3=C(SC21)C(=CC=C3)C=3C=C(C=C(C3)C3=CC=CC=C3)C3=NC(=NC(=N3)C3=CC=CC=C3)C3=CC=CC=C3)C3=CC=CC=C3